2-((1,3-dimethyl-5-(4-methyl-6-(1-methyl-1H-pyrazol-4-yl)-3,4-dihydroquinoxalin-1(2H)-yl)-2-oxo-1,2-dihydroquinolin-7-yl)oxy)-N-methoxyacetamide CN1C(C(=CC2=C(C=C(C=C12)OCC(=O)NOC)N1CCN(C2=CC(=CC=C12)C=1C=NN(C1)C)C)C)=O